3-[3-methyl-5-[4-(methylamino)-1-piperidyl]-2-oxo-benzimidazol-1-yl]piperidine-2,6-dione CN1C(N(C2=C1C=C(C=C2)N2CCC(CC2)NC)C2C(NC(CC2)=O)=O)=O